1-(2,6-difluorobenzyl)-5-((dimethylamino)methyl)-3-(5-(2-fluoroethoxy)pyridin-2-yl)-6-(4-nitrophenyl)thieno[2,3-d]pyrimidine-2,4(1H,3H)-dione FC1=C(CN2C(N(C(C3=C2SC(=C3CN(C)C)C3=CC=C(C=C3)[N+](=O)[O-])=O)C3=NC=C(C=C3)OCCF)=O)C(=CC=C1)F